CC(=CCC[C@](C)(O)[C@@H]1CC=C(CC1)C)C (2S)-6-methyl-2-[(1S)-4-methylcyclohex-3-en-1-yl]hept-5-en-2-ol